7-(2-bromo-1,1-difluoroethoxy)-1-methyl-9H-pyrido[3,4-b]indole BrCC(OC1=CC=C2C3=C(NC2=C1)C(=NC=C3)C)(F)F